(S)-1-[(S)-3-Methyl-1-({4-[(2-pyrimidinyloxy)methyl]-1-piperidyl}carbonyl)butyl]-3-isobutyl-2-piperazinone CC(C[C@@H](C(=O)N1CCC(CC1)COC1=NC=CC=N1)N1C([C@@H](NCC1)CC(C)C)=O)C